[Si](C)(C)(C(C)(C)C)OC1CN(CC=C(C1)C=1C(=C(C=C2CCCOC12)NC1=NC(=CC(=N1)C)NC)C)C(=O)OC(C)(C)C tert-butyl 3-[tert-butyl(dimethyl)silyl]oxy-5-[7-methyl-6-[[4-methyl-6-(methylamino)pyrimidin-2-yl] amino]chroman-8-yl]-2,3,4,7-tetrahydroazepine-1-carboxylate